FC=1C(=C(C=2C3=C(C(NC2C1)(C)C)N=NN3C)C)C3=C1C=CN(C1=CC(=C3)F)S(=O)(=O)C 7-fluoro-8-(6-fluoro-1-methylsulfonylindol-4-yl)-1,4,4,9-tetramethyl-5H-triazolo[4,5-c]quinoline